BrC=1C=C(C=C2C(C=C(OC12)S)=O)F 8-bromo-6-fluoro-2-sulfanyl-chromen-4-one